2-[(5-chloro-1-methyl-1H-pyrazol-4-yl)amino]-6-methylquinazolin ClC1=C(C=NN1C)NC1=NC2=CC=C(C=C2C=N1)C